(S)-(3-aminopyrrolidin-1-yl)(5-(3-ethyl-4-(1-methylpiperidin-4-yl)phenyl)-3-methylthiophen-2-yl)methanone N[C@@H]1CN(CC1)C(=O)C=1SC(=CC1C)C1=CC(=C(C=C1)C1CCN(CC1)C)CC